6-(5-amino-1-methyl-pyrazol-4-yl)-4-[(3-fluoro-2-pyridyl)sulfanyl]pyrazolo[1,5-a]pyridine-3-carbonitrile NC1=C(C=NN1C)C=1C=C(C=2N(C1)N=CC2C#N)SC2=NC=CC=C2F